ClC=1C=C(C2=C(N=C(O2)N2CC3CCC(C2)N3C(=O)OC(C)(C)C)C1OC(F)(F)F)C=1SC=CN1 tert-Butyl 3-(5-chloro-7-(thiazol-2-yl)-4-(trifluoromethoxy)benzo[d]oxazol-2-yl)-3,8-diazabicyclo[3.2.1]octane-8-carboxylate